5-([1,1'-biphenyl]-4-ylmethoxy)thiazole-2-carboxylic acid C1(=CC=C(C=C1)COC1=CN=C(S1)C(=O)O)C1=CC=CC=C1